1,3-diazapentane NCNCC